C1(=CC=CC=C1)[B-](C1=CC=CC=C1)(C1=CC=CC=C1)C1=CC=CC=C1.CC=1C=C(C=CC1)C(C[PH3+])(C1=CC(=CC=C1)C)C1=CC(=CC=C1)C tris(3-methylphenyl)ethyl-phosphonium tetraphenylborate